1-(3-(3-(3-hydroxy-1-methyl-2-oxopyrrolidin-3-yl)isoxazol-5-yl)phenyl)-1H-indazole-3-carboxamide OC1(C(N(CC1)C)=O)C1=NOC(=C1)C=1C=C(C=CC1)N1N=C(C2=CC=CC=C12)C(=O)N